5-amino-3-(2-thienyl)pyrazole NC1=CC(=NN1)C=1SC=CC1